C(C)C=1C=C(C=CC1)C1=NOC=C1 3-(3-ethylphenyl)-isoxazole